OC=1C=C(C(C)O)C=CC1 3-hydroxy-α-methylbenzyl alcohol